tert-butyl 4-((4-(1-(2,6-dioxopiperidin-3-yl)-3-methyl-2-oxo-2,3-dihydro-1H-benzo[d]imidazol-5-yl)piperidin-1-yl)methyl)-4-methylpiperidine-1-carboxylate O=C1NC(CCC1N1C(N(C2=C1C=CC(=C2)C2CCN(CC2)CC2(CCN(CC2)C(=O)OC(C)(C)C)C)C)=O)=O